CC(C)(C)[S@@](=O)/N=C/C1=NC=C(C=C1)C(F)F (R,E)-2-methyl-N-((5-(difluoromethyl)pyridin-2-yl)methylene)propane-2-sulfinamide